tert-butyl N-{7-methylthieno[3,2-c]pyridazin-4-yl}-N-(thiophen-2-ylmethyl)carbamate CC1=CSC2=C1N=NC=C2N(C(OC(C)(C)C)=O)CC=2SC=CC2